7-Methyl-3-methylene-7-octenal Dibutyl Acetal C(CCC)OC(CC(CCCC(=C)C)=C)OCCCC